tert-butyl (R)-2-aminopropionate hydrochloride Cl.N[C@@H](C(=O)OC(C)(C)C)C